2-(5-tert-butyl-2-hydroxyphenyl)-2H-benzotriazole C(C)(C)(C)C=1C=CC(=C(C1)N1N=C2C(=N1)C=CC=C2)O